O=C1N(C=CC(=C1)C(=O)O)C(C)C 2-Oxo-1-propan-2-ylpyridine-4-carboxylic acid